FC1=C(C=CC=C1)C=1C=C2C(=CN1)NC(C2)=O 5-(2-fluorophenyl)-1,3-dihydro-2H-pyrrolo[2,3-c]pyridin-2-one